tert-butyl 4-((4-(2-(2,6-dioxopiperidin-3-yl)-1-oxoisoindolin-5-yl)-1,4-diazepan-1-yl)methyl)-4-methylpiperidine-1-carboxylate O=C1NC(CCC1N1C(C2=CC=C(C=C2C1)N1CCN(CCC1)CC1(CCN(CC1)C(=O)OC(C)(C)C)C)=O)=O